2-(4-(2-((1-(2,2-difluoroethyl)-4-fluoro-1H-benzo[d]-imidazol-2-yl)-amino)-2-oxo-ethyl)-2-fluoro-phenoxy)nicotinamide FC(CN1C(=NC2=C1C=CC=C2F)NC(CC2=CC(=C(OC1=C(C(=O)N)C=CC=N1)C=C2)F)=O)F